4,5,6,7-tetrahydroisoxazolo(5,4-C)pyridin-3-ol O1N=C(C2=C1CNCC2)O